(2,6-difluoro-4-isopropoxyphenyl)-3-(3,4-dihydroquinolin-1(2H)-yl)-1,2,4-oxadiazole FC1=C(C(=CC(=C1)OC(C)C)F)C1=NC(=NO1)N1CCCC2=CC=CC=C12